racemic-trifluoromethyl-p-menthandienol FC(F)(F)C1=C(CCC(=C1O)C(C)C)C